3-(2-chloro-5-(trifluoromethyl)pyrimidin-4-yl)-1-(ethylsulfonyl)-1H-indole ClC1=NC=C(C(=N1)C1=CN(C2=CC=CC=C12)S(=O)(=O)CC)C(F)(F)F